2-ethoxy-5-nitro-N-(1-(3-methylphenyl)ethyl)benzamide C(C)OC1=C(C(=O)NC(C)C2=CC(=CC=C2)C)C=C(C=C1)[N+](=O)[O-]